FC1(C2(CC2C(=O)N)C1)F 4,4-difluorospiro[2.2]pentane-1-carboxamide